C1(=CC(=CC=C1)CCN[SiH2]F)C m-tolylethylaminofluorosilane